CC1(C=CC2=NC(=CC=C2O1)CC1=C(C=CC(=C1OC)OC)S(=O)(=O)N)C ((2,2-dimethyl-2H-pyrano[3,2-b]pyridin-6-yl)methyl)-3,4-dimethoxybenzenesulfonamide